COC1=C(C=CC=C1C=1C=NN(C1)C)NC1=C2C(=NC(=C1)C1(CC1)C(=O)N)NN(C2=O)C (4-((2-methoxy-3-(1-methyl-1H-pyrazol-4-yl)phenyl)amino)-2-methyl-3-oxo-2,3-dihydro-1H-pyrazolo[3,4-b]pyridin-6-yl)cyclopropanecarboxamide